1,4-dipentoxybenzene C(CCCC)OC1=CC=C(C=C1)OCCCCC